1-[5-(1H-benzimidazol-2-yl)-1-[(4-methoxyphenyl)methyl]pyrazol-3-yl]-3-phenyl-urea N1C(=NC2=C1C=CC=C2)C2=CC(=NN2CC2=CC=C(C=C2)OC)NC(=O)NC2=CC=CC=C2